OC=1C=C(C(=O)NC2=CC=C(C=C2)N)C=CC1N 3-hydroxy-4,4'-diaminobenzanilide